CC1C(COC1=O)C(=O)O 4-METHYL-5-OXOTETRAHYDRO-3-FURANCARBOXYLIC ACID